(S)-1'-(6-((2-Amino-3-chloropyridin-4-yl)thio)-1,2,4-triazin-3-yl)-1,3-dihydrospiro[indene-2,4'-piperidin]-1-amine monosuccinate salt C(CCC(=O)O)(=O)O.NC1=NC=CC(=C1Cl)SC1=CN=C(N=N1)N1CCC2(CC1)[C@@H](C1=CC=CC=C1C2)N